O1C(COC2=C1C=CC=C2)C2=CC=C(CN1CCC(CC1)C(=O)N(C)C)C=C2 1-[4-(2,3-dihydro-1,4-benzodioxin-2-yl)benzyl]-N,N-dimethylpiperidin-4-carboxamide